CC1=NOC=C1C1=CC=C2C(N(C=NC2=C1)CC=1C=C(C(=O)NCC2COC2)C=CC1)=O 3-((7-(3-methylisoxazol-4-yl)-4-oxoquinazolin-3(4H)-yl)methyl)-N-(oxetan-3-ylmethyl)benzamide